3-(((3R,4S)-4-(4-cyano-3-fluorophenoxy)-3-hydroxy-3-(hydroxymethyl)pyrrolidin-1-yl)sulfonyl)picolinonitrile C(#N)C1=C(C=C(O[C@@H]2[C@@](CN(C2)S(=O)(=O)C=2C(=NC=CC2)C#N)(CO)O)C=C1)F